C(C)(=O)NC1=CC=C(C(=O)NC2=CCN(C=C2)C(C)(C)C#N)C=C1 4-[(4-Acetamidobenzoyl)amino]-N-(1-cyano-1-methylethyl)pyridin